acrylate (isocyanoethyl methacrylate) [N+](#[C-])CCC=C(C(=O)O)C.C(C=C)(=O)O